C(C)(=O)C(C(=O)OCC)CCC ethyl acetylvalerate